C(C)(C)(C)OC(=O)N1CCC(CC1)C1=CC=C(C=C1)C=1C=NN(C1)C1OCCCC1 4-(4-(1-(tetrahydro-2H-pyran-2-yl)-1H-pyrazol-4-yl)phenyl)piperidine-1-carboxylic acid tert-butyl ester